(S)-5-bromo-N-(tetrahydrofuran-3-yl)picolinamide 2-(Trimethylsilyl)ethyl-(S,E)-4-(((4-nitrophenoxy)carbonyl)oxy)-3,4,7,8-tetrahydroazocine-1(2H)-carboxylate C[Si](CCOC(=O)N1CC[C@@H](\C=C\CC1)OC(=O)OC1=CC=C(C=C1)[N+](=O)[O-])(C)C.BrC=1C=CC(=NC1)C(=O)N[C@@H]1COCC1